C(C)P(=O)([O-])CCCCCC ethyl-hexylhypophosphite